OCCN(CCO)CCO tri(hydroxyethyl)amine